9-((acryloyloxy)imino)-N2,N7-di(bicyclo[2.2.1]heptan-2-yl)-9H-fluorene-2,7-disulfonamide C(C=C)(=O)ON=C1C2=CC(=CC=C2C=2C=CC(=CC12)S(=O)(=O)NC1C2CCC(C1)C2)S(=O)(=O)NC2C1CCC(C2)C1